4-[4-(2-oxopyrrolidin-1-yl)phenyl]sulfonylmorpholin O=C1N(CCC1)C1=CC=C(C=C1)S(=O)(=O)N1CCOCC1